1-(2,4-difluorophenyl)-2-(1H-1,2,4-triazole-1-yl)ethanone FC1=C(C=CC(=C1)F)C(CN1N=CN=C1)=O